FC1=CC=C(OC=2C=C(C=CC2)[C@H]2SCC[C@H](NC2=O)CN2CN=CC=C2)C=C1 N-[[(2R,5S)-2-[3-(4-fluorophenoxy)phenyl]-3-oxo-1,4-thiazepan-5-yl]methyl]pyrimidine